(S)-2-((4,11-diethyl-4-hydroxy-3,14-dioxo-3,4,12,14-tetrahydro-1H-pyrano[3',4':6,7]indolizino[1,2-b]quinolin-9-yl)oxy)acetic acid C(C)[C@]1(C(OCC=2C(N3CC=4C(=NC=5C=CC(=CC5C4CC)OCC(=O)O)C3=CC21)=O)=O)O